1-methyl-5-phenyl-imidazole-2-carbaldehyde CN1C(=NC=C1C1=CC=CC=C1)C=O